C1(CC1)C1=NNC=C1C=1N=C(C2=C(N1)C=NC=C2)NCCC 2-(3-cyclopropyl-1H-pyrazol-4-yl)-N-propylpyrido[3,4-d]Pyrimidin-4-amine